ClC1=C(C=CC=C1)C1=CC(OC2=CC(=CC=C12)OC(C(=O)N1CCC(CC1)CC(=O)O)C)=O 2-[1-[2-[4-(2-chlorophenyl)-2-oxo-chromen-7-yl]oxypropanoyl]-4-piperidyl]acetic acid